propane methanedisulfonate C(S(=O)(=O)O)S(=O)(=O)O.CCC